(3-ethyl-3-oxetanylmethoxy)-methylbenzene C(C)C1(COC1)COC1=C(C=CC=C1)C